CN1CC=2C(C=3C=CC=C(C13)[N+](=O)[O-])=NNC2 5-methyl-6-nitro-4,5-dihydro-2H-pyrazolo[4,3-c]quinoline